benzyl 2-(dimethylcarbamoyl)-6,7-dihydro-5H-[1,2,4]triazolo[1,5-a][1,4]diazepine-8(9H)-carboxylate CN(C(=O)C1=NN2C(CN(CCC2)C(=O)OCC2=CC=CC=C2)=N1)C